3-(2,5-dioxo-2,5-dihydro-1H-pyrrol-1-yl)-N-(5-methyl-6,9,12-trioxo-2,5,8,11-tetraazatridecan-13-yl)propanamide O=C1N(C(C=C1)=O)CCC(=O)NCC(NCC(NCC(N(CCNC)C)=O)=O)=O